CC=1C=C(C(=NC1)C1=NN=C(C2=CC=CC=C12)NC1CN(CCC1)C)O 5-methyl-2-(4-((1-methylpiperidin-3-yl)amino)phthalazin-1-yl)pyridin-3-ol